(S)-N-((R)-cyclopropyl-(2,5-difluoro-4-(trifluoromethyl)phenyl)methyl)-2-methylpropane-2-sulfinamide C1(CC1)[C@@H](N[S@@](=O)C(C)(C)C)C1=C(C=C(C(=C1)F)C(F)(F)F)F